O=S1(CCC(CC1)NC(COC=1C=CC=C2C(=NN(C12)C)C1C(NC(CC1)=O)=O)=O)=O N-(1,1-Dioxidotetrahydro-2H-thiopyran-4-yl)-2-((3-(2,6-dioxopiperidin-3-yl)-1-methyl-1H-indazol-7-yl)oxy)acetamide